C1(CCCC1)S(=O)(=O)N1CC2=CC=CC(=C2CC1)OC1=CC=C(C=C1)C(F)(F)F 2-(cyclopentylsulfonyl)-5-(4-(trifluoromethyl)-phenoxy)-1,2,3,4-tetra-hydroisoquinoline